CNC1=NC=CC(=C1)B1OC(C(O1)(C)C)(C)C N-methyl-4-(tetramethyl-1,3,2-dioxaborolan-2-yl)pyridin-2-amine